3-((methyl)ethylamino)propan-1-ol CN(CCCO)CC